The molecule is a thia-alkylglucosinolate that has a 4-(methylsulfanyl)butyl side chain attached to the sulfonated oxime group. It derives from a butylglucosinolate. It is a conjugate base of a glucoerucin. CSCCCC/C(=N/OS(=O)(=O)[O-])/S[C@H]1[C@@H]([C@H]([C@@H]([C@H](O1)CO)O)O)O